[Ni].[Ca] calcium-Nickel